(2-benzyloxy-4,6-dihydroxy-phenyl)-(5,7-dihydropyrrolo[3,4-b]pyridin-6-yl)methanone C(C1=CC=CC=C1)OC1=C(C(=CC(=C1)O)O)C(=O)N1CC2=NC=CC=C2C1